CN(C1=CC=C(C=C1)C1=NOC(=N1)[C@H](CO)NC(C1=CC=CC=C1)=O)C N-[(1S)-1-{3-[4-(dimethylamino)phenyl]-1,2,4-oxadiazol-5-yl}-2-hydroxyethyl]benzamide